tert-butyl 2-(5-((2,4-dichloro-6-methylbenzyl)carbamoyl)-5-fluoro-5,6,7,8-tetrahydroquinolin-8-yl)acetate ClC1=C(CNC(=O)C2(C=3C=CC=NC3C(CC2)CC(=O)OC(C)(C)C)F)C(=CC(=C1)Cl)C